C1(=CC=CC=C1)C1C(C(C(C(C1C1=CC=CC=C1)C1=CC=CC=C1)C1=CC=CC=C1)C1=CC=CC=C1)C1=CC=CC=C1.[Na].[Ni] nickel-sodium hexaphenylcyclohexane